C(CC)OC(C)COC(C)CO dipropyleneglycol monopropyl ether